N(=[N+]=[N-])C=1C=CC(=NC1)C1=NN=C(N1C)COC1=CC(=CC=C1)C(C)C 5-azido-2-[5-[(3-isopropylphenoxy)methyl]-4-methyl-1,2,4-triazol-3-yl]pyridine